N-(3-oleyloxy-2-hydroxypropyl)diethanolamine C(CCCCCCC\C=C/CCCCCCCC)OCC(CN(CCO)CCO)O